DIBROMOMETHANE BrCBr